tert-Butyl-6-((3-((2-ethylhexyl)oxy)-3-oxopropyl)thio)-3,4-dihydroisoquinoline C(C)(C)(C)C1=NCCC2=CC(=CC=C12)SCCC(=O)OCC(CCCC)CC